3-(1-methylcyclopropyl)-3-oxopropionitrile CC1(CC1)C(CC#N)=O